(diphenyltriazinyl)(dibenzoselenophenyl)terphenyl C1(=CC=CC=C1)C1=C(C(=NN=N1)C=1C(=C(C=CC1)C=1C(=CC=CC1)C1=CC=CC=C1)C1=CC=CC=2[Se]C3=C(C21)C=CC=C3)C3=CC=CC=C3